ClC1=C2C(=NC=C1C=1C(=C(C(=O)NC)C=CC1)F)NCC21CCC1 3-(4'-chloro-1',2'-dihydrospiro[cyclobutane-1,3'-pyrrolo[2,3-b]pyridin]-5'-yl)-2-fluoro-N-methylbenzamide